C(COCCOCCOC)N 3,6,9-trioxa-1-decanamine